3-(trimethylsilyl)-4-pentenoic acid C[Si](C(CC(=O)O)C=C)(C)C